6-(3-Amino-6-(1-(((2S,5R)-5-methylmorpholin-2-yl)methyl)-1H-pyrazol-4-yl)pyrazin-2-yl)-2-(3,5-dimethoxyphenyl)pyridazin-3(2H)-on NC=1C(=NC(=CN1)C=1C=NN(C1)C[C@@H]1CN[C@@H](CO1)C)C=1C=CC(N(N1)C1=CC(=CC(=C1)OC)OC)=O